1-(bromomethyl)-1-fluoro-cyclohexane BrCC1(CCCCC1)F